N-methyl-2-((1-(N-(t-butoxycarbonyl)-L-valyl)-3-((1E)-2-(2-pyridinyl)ethenyl)-1H-indazol-6-yl)thio)benzamide CNC(C1=C(C=CC=C1)SC1=CC=C2C(=NN(C2=C1)C([C@@H](NC(=O)OC(C)(C)C)C(C)C)=O)\C=C\C1=NC=CC=C1)=O